CNC(=O)C1=NC(=C(C=C1)N1CCN(CC1)CC=1C=CC=2C3=C(C(NC2C1)=O)CCO3)C N,6-dimethyl-5-[4-({4-oxo-2H,3H,5H-furo[3,2-c]quinolin-7-yl}methyl)piperazin-1-yl]pyridine-2-carboxamide